benzyl (2S)-2-{3-[(tert-butyldimethylsilyl)oxy]-2-hydroxypropoxy}-3-methylbutanoate [Si](C)(C)(C(C)(C)C)OCC(CO[C@H](C(=O)OCC1=CC=CC=C1)C(C)C)O